C(C)(C)(C)OC(=O)N1CC(C2(CC1)COC1=C2C=CC(=C1)N1C(NC(CC1)=O)=O)(F)F 6-(2,4-dioxotetrahydropyrimidin-1(2H)-yl)-3',3'-difluoro-2H-spiro[benzofuran-3,4'-piperidine]-1'-carboxylic acid tert-butyl ester